4-(1-{4-bromo-2-[4-(difluoromethylidene)piperidin-1-yl]phenyl}-1H-1,2,3-triazol-4-yl)-2-(4,4-Difluoropiperidin-1-yl)-6-methylpyrimidine BrC1=CC(=C(C=C1)N1N=NC(=C1)C1=NC(=NC(=C1)C)N1CCC(CC1)(F)F)N1CCC(CC1)=C(F)F